Racemic-1-(1-(6,7-difluoro-4-oxo-3,4-dihydrophthalazin-1-yl)ethyl)-1-isobutyl-3-phenylurea FC=1C=C2C(NN=C(C2=CC1F)[C@@H](C)N(C(=O)NC1=CC=CC=C1)CC(C)C)=O |r|